COC1=CC=C(C=C1)C(COC1=C(C=CC=C1)OC)=O 1-(4-methoxyphenyl)-2-(2-methoxyphenoxy)ethanone